C(C)(C)(C)P(C(C)(C)C)(C(C)(C)C)[Pd]C1=C(C=CC=C1)C1=C(C=CC=C1)N (tri-t-butylphosphino)(2'-amino-1,1'-biphenyl-2-yl)palladium (II)